FC(=C(C(C(C(F)(F)F)(F)F)(F)F)F)OC(=C(F)C(C(C(F)(F)F)(F)F)(F)F)F perfluoro(propylvinyl)ether